COC[SiH2]C=1SC=CC1 methoxymethyl-2-thienylsilane